COC=1C=C(/C=C/C2=CC(=C(OC(=O)OCCNC(C(C(C)C)NC(OC(C)(C)C)=O)=O)C=C2)OC)C=C(C1)OC Tert-butyl (E)-(1-((2-(((4-(3,5-dimethoxystyryl)-2-methoxyphenoxy)carbonyl) oxy)ethyl)amino)-3-methyl-1-oxobutan-2-yl)carbamate